(S)-2-amino-4-((2-(2,2-difluoroethoxy)ethyl)(4-(5,6,7,8-tetrahydro-1,8-naphthyridin-2-yl)butyl)amino)butanoic acid N[C@H](C(=O)O)CCN(CCCCC1=NC=2NCCCC2C=C1)CCOCC(F)F